C(C)OC(C)N1N=CC(=C1)C=1C=2N(C=C(N1)C=1C=NN(C1)C)N=CC2 4-(1-(1-ethoxyethyl)-1H-pyrazol-4-yl)-6-(1-methyl-1H-pyrazol-4-yl)pyrazolo[1,5-a]pyrazine